FC1(CN(CCC1)CC[C@@H](CC(=O)O)NC(=O)C1=NN(C(=C1)C1=NC=CC=C1C(F)(F)F)C=1SC=CN1)F (3S)-5-(3,3-difluoropiperidin-1-yl)-3-{[1-(1,3-thiazol-2-yl)-5-[3-(trifluoromethyl)pyridin-2-yl]-1H-pyrazol-3-yl]formamido}pentanoic acid